2-[[3-(morpholine-4-carbonyl)-6-(trifluoromethoxy)-4-quinolinyl]amino]benzoic acid N1(CCOCC1)C(=O)C=1C=NC2=CC=C(C=C2C1NC1=C(C(=O)O)C=CC=C1)OC(F)(F)F